4-(2,5-Diazabicyclo[2.2.2]octan-2-yl)-7-(8-ethynyl-7-fluoro-3-hydroxynaphthalen-1-yl)-2-(((S)-1-methylpyrrolidin-2-yl)methoxy)-6-(trifluoromethyl)pyrido[3,4-d]pyrimidin-8(7H)-one C12N(CC(NC1)CC2)C=2C1=C(N=C(N2)OC[C@H]2N(CCC2)C)C(N(C(=C1)C(F)(F)F)C1=CC(=CC2=CC=C(C(=C12)C#C)F)O)=O